Cl.COC([C@@H](N)CO)=O (L)-serine methyl ester hydrochloride